[Si](C)(C)(C(C)(C)C)OC1=C2C(=NN(C2=CC=C1)C1OCCCC1)I ((tert-butyldimethylsilyl)oxy)-3-iodo-1-(tetrahydro-2H-pyran-2-yl)-1H-indazole